1,3-bis(3-allyloxypropyl)imidazolium C(C=C)OCCCN1C=[N+](C=C1)CCCOCC=C